NCC12OCC(C1)(C2)CNC(=O)[C@H]2CCN(C1(CC1)C2)C(=O)C2=NNC(=C2)C2=CC(=NC=C2F)OC (S)-N-((1-(aminomethyl)-2-oxabicyclo[2.1.1]hexan-4-yl)methyl)-4-(5-(5-fluoro-2-methoxypyridin-4-yl)-1H-pyrazole-3-carbonyl)-4-azaspiro[2.5]octane-7-carboxamide